OC1CC[N+](CC1)(C)CCNC(NC1=CC(=CC=C1)C(F)(F)F)=O 3-[2-(4-hydroxy-1-methyl-piperidin-1-ium-1-yl)ethyl]-1-[3-(trifluoromethyl)phenyl]Urea